2-(4-chloro-5-methylsulfonyl-6-oxo-pyridazin-1-yl)-N-[3-[2-(2-fluorophenyl)ethylsulfamoyl]-4-methyl-phenyl]propanamide ClC=1C=NN(C(C1S(=O)(=O)C)=O)C(C(=O)NC1=CC(=C(C=C1)C)S(NCCC1=C(C=CC=C1)F)(=O)=O)C